4,4'-diaminobenzhydrol NC1=CC=C(C(C2=CC=C(C=C2)N)O)C=C1